C1(CC1)C1=C(N=C(C(=N1)CN1CCC2(CN(C(O2)=O)C2=CC=C(C=C2)S(=O)(=O)N)CC1)OCC)C1=CC=C(C=C1)F 4-[8-[[6-cyclopropyl-3-ethoxy-5-(4-fluorophenyl)pyrazin-2-yl]methyl]-2-oxo-1-oxa-3,8-diazaspiro[4.5]decan-3-yl]benzenesulfonamide